tert-butyl-7-ethynyl-1H,2H,3H-pyrido[2,3-b][1,4]oxazin-2-one C(C)(C)(C)N1C2=C(OCC1=O)N=CC(=C2)C#C